1-(5-{[(5-chlorothiophen-2-yl)methyl]amino}-3-(piperidin-4-yl)-1H-pyrazol-1-yl)-3-hydroxy-2,2-dimethylpropan-1-one ClC1=CC=C(S1)CNC1=CC(=NN1C(C(CO)(C)C)=O)C1CCNCC1